3-(8-hydroxy-1-prop-2-enoyl-3,4-dihydro-2H-quinolin-4-yl)-1-methyl-7-[4-(4-methylpiperazin-1-yl)anilino]-4H-pyrimido[4,5-d]pyrimidin-2-one OC=1C=CC=C2C(CCN(C12)C(C=C)=O)N1C(N(C2=NC(=NC=C2C1)NC1=CC=C(C=C1)N1CCN(CC1)C)C)=O